(S)-4-((2-(2-oxopyridin-1(2H)-yl)ethyl)(4-(5,6,7,8-tetrahydro-1,8-naphthyridin-2-yl)butyl)amino)-2-((S)-2-phenylpropanamido)butanoic acid O=C1N(C=CC=C1)CCN(CC[C@@H](C(=O)O)NC([C@@H](C)C1=CC=CC=C1)=O)CCCCC1=NC=2NCCCC2C=C1